N-[1-(hydroxymethyl)cyclopropyl]-2-methyl-5-[(4-methyl-1,3-thiazol-5-yl)methoxy]-2H-indazole-3-carboxamide OCC1(CC1)NC(=O)C=1N(N=C2C=CC(=CC12)OCC1=C(N=CS1)C)C